C(C=C)(=O)N1[C@@H](CC(CC1)N1C=NC=2C(=NC=3C(N(C(=CC3C21)C(F)(F)F)C2=CC=CC1=CC=CC=C21)=O)C=2C(=NC=CC2)C)CC#N 2-((2S)-1-acryloyl-4-(4-(2-methylpyridin-3-yl)-7-(naphthalen-1-yl)-6-oxo-8-(trifluoromethyl)-6,7-dihydro-1H-imidazo[4,5-c][1,7]naphthyridin-1-yl)piperidin-2-yl)acetonitrile